ClC=1C=C(C=CC1F)C1=NC2=C(N1C1=NN3C(S1)=NC(=C3)C)CCC2 2-(2-(3-chloro-4-fluorophenyl)-5,6-dihydrocyclopenta[d]imidazol-1(4H)-yl)-6-methylimidazo[2,1-b][1,3,4]thiadiazole